C(CCCC)P(CCCCP(CCCCC)CCCCC)CCCCC 1,4-bis(dipentylphosphino)butane